N-(2-(1,4-oxazepan-4-yl)ethyl)-4-methyl-5-((1-methyl-6-((1-methyl-1H-pyrazol-4-yl)amino)-1H-pyrazolo[3,4-d]pyrimidin-3-yl)amino)thiophene-2-carboxamide O1CCN(CCC1)CCNC(=O)C=1SC(=C(C1)C)NC1=NN(C2=NC(=NC=C21)NC=2C=NN(C2)C)C